C(#N)/C(/C(=O)O)=C\C1=CN(C2=CC=C(C=C12)F)CC1=CC(=C(C=C1)F)F (E)-2-cyano-3-(1-(3,4-difluorobenzyl)-5-fluoro-1H-indol-3-yl)acrylic acid